(7-chloro-3-hydroxynaphthalen-2-yl)boric acid ClC1=CC=C2C=C(C(=CC2=C1)OB(O)O)O